OC=1C=C2CCC(C2=CC1I)=O 5-hydroxy-6-iodo-2,3-dihydro-1H-inden-1-one